C1(CC1)N1N=C(N=C1[C@@H]1C[C@H](CC1)N1CCC2(CS(C2)(=O)=O)CC1)C1=NC(=CC=C1)C(F)(F)F 7-((1S,3S)-3-(1-cyclopropyl-3-(6-(trifluoromethyl)pyridin-2-yl)-1H-1,2,4-triazol-5-yl)cyclopentyl)-2-thia-7-azaspiro[3.5]nonane 2,2-dioxide